O1C(=NC=C1)CN1N=CC(=C1)C1=NC=2N3C(N(C(C2N1)=O)CCC)=NC=C3 2-[1-(oxazol-2-ylmethyl)pyrazol-4-yl]-5-propyl-3H-imidazo[2,1-b]Purin-4-one